isopropyl (trans-4-(5-(4-(aminomethyl)-2-(N-(tert-butyl)sulfamoyl)phenyl)thiazol-2-yl)cyclohexyl)carbamate NCC1=CC(=C(C=C1)C1=CN=C(S1)[C@@H]1CC[C@H](CC1)NC(OC(C)C)=O)S(NC(C)(C)C)(=O)=O